3-BORONO-2-METHOXYBENZOIC ACID B(O)(O)C=1C(=C(C(=O)O)C=CC1)OC